NC=1N=NC(=CC1N1C[C@H]2CCC(C1)N2CC=2N=CN(C2)C2CC(C2)OC2CCN(CC2)C(=O)OC(C)(C)C)C2=C(C=CC=C2)OCOC tert-Butyl 4-((1r,3r)-3-(4-((3-(3-amino-6-(2-(methoxymethoxy)phenyl)pyridazin-4-yl)-3,8-diazabicyclo[3.2.1]octan-8-yl)methyl)-1H-imidazol-1-yl)cyclobutoxy)piperidine-1-carboxylate